C[C@@H]1N(C[C@H](N(C1)CC1=CC=C(C=C1)OC(F)(F)F)C)C=1C=2C(N(C(C1)=O)C)=CNN2 7-((2s,5r)-2,5-dimethyl-4-(4-(trifluoromethoxy)benzyl)piperazin-1-yl)-4-methyl-2,4-dihydro-5H-pyrazolo[4,3-b]Pyridin-5-one